N-methyl-1-[(2R,3S)-2-methyl-2,3-dihydrofuro[3,2-b]pyridin-3-yl]methylamine CNC[C@@H]1[C@H](OC=2C1=NC=CC2)C